Tert-butyl 2-{2-chloro-4-[(2-methylcyclopentyl)amino]pyrimidin-5-yl}acetate ClC1=NC=C(C(=N1)NC1C(CCC1)C)CC(=O)OC(C)(C)C